C1=C(C=CC2=CC(=CC=C12)C(=O)N[C@@H](C(=O)O)[C@H]1CN2CCC1CC2)C(=O)N[C@@H](C(=O)O)[C@H]2CN1CCC2CC1 (R,2R,2'R)-2,2'-((naphthalene-2,6-dicarbonyl)bis(azanediyl))bis(2-((R)-quinuclidin-3-yl)acetic acid)